5-fluoro-2-(6-fluoro-2-methylimidazo[1,2-a]pyridin-3-yl)-N-(4-methylphenyl)pyrimidine FC=1C=NC(N(C1)C1=CC=C(C=C1)C)C1=C(N=C2N1C=C(C=C2)F)C